(R)-N-((1R,2R)-3-(azetidin-1-yl)-1-(8-fluoro-2,3-dihydrobenzo[b][1,4]dioxin-6-yl)-1-hydroxypropan-2-yl)-1-(6-fluoronaphthalen-2-yl)pyrrolidine-3-carboxamide N1(CCC1)C[C@H]([C@H](O)C1=CC2=C(OCCO2)C(=C1)F)NC(=O)[C@H]1CN(CC1)C1=CC2=CC=C(C=C2C=C1)F